2-(4-bromoindoline-1-carbonyl)thiazole-5-carbaldehyde BrC1=C2CCN(C2=CC=C1)C(=O)C=1SC(=CN1)C=O